FC(C=1C=CC(=NC1)CNN1C(OCCC1)=O)(F)F 3-(((5-(trifluoromethyl)pyridin-2-yl)methyl)amino)-1,3-oxazinan-2-one